CN(C(OC(C)(C)C)=O)[C@@H]1C[C@H](C1)OC=1C=2N(C=C(C1)C1=C(C=C(C(=C1)F)OCC1=CC=CC=C1)CC)C=NC2 trans-tert-butyl N-methyl-N-[3-[(6-(4-(benzyloxy)-2-ethyl-5-fluorophenyl)imidazo[1,5-a]pyridin-8-yl)oxy]cyclobutyl]carbamate